CC1C(CCCCCCCCCC=CCC1)=O METHYL-5-CYCLOPENTADECEN-1-ONE